Dimethyl 2,2'-(5,5'-Dihydroxy-4,4'-dioxo-4H,4'H-[6,6'-bichromene]-2,2'-diyl)bis(2-methylpropanoate) OC1=C2C(C=C(OC2=CC=C1C=1C(=C2C(C=C(OC2=CC1)C(C(=O)OC)(C)C)=O)O)C(C(=O)OC)(C)C)=O